2-bromo-3,4-difluoro-1-methoxybenzene BrC1=C(C=CC(=C1F)F)OC